methoxymethyl 3-bromo-4-((4-hydroxy-2,6-dimethylbenzoyl)oxy)-2-(methoxymethoxy)-5,6-dimethylbenzoate BrC=1C(=C(C(=O)OCOC)C(=C(C1OC(C1=C(C=C(C=C1C)O)C)=O)C)C)OCOC